2-(2-(4-((3-carbamoylpyridin-2-yl)oxy)-3-fluorophenyl)acetamido)-1-(2-methoxyethyl)-1H-benzo[d]-imidazole-6-carboxamide C(N)(=O)C=1C(=NC=CC1)OC1=C(C=C(C=C1)CC(=O)NC1=NC2=C(N1CCOC)C=C(C=C2)C(=O)N)F